4,4,4-trifluoro-3,3-dimethylbutan-1-ol FC(C(CCO)(C)C)(F)F